C(C)OC=1C=C(C=2N(C1)N=C1C2C=NN1)C=1C=CC(=NC1)N1CCC2(CCCN2C(=O)OC(C)(C)C)CC1 tert-butyl 8-(5-(6-ethoxy-1H-pyrazolo[3',4':3,4]pyrazolo[1,5-a]pyridin-4-yl)pyridin-2-yl)-1,8-diazaspiro[4.5]decane-1-carboxylate